(S)-2-((6-bromoquinazolin-4-yl)amino)-N-propylpropionamide BrC=1C=C2C(=NC=NC2=CC1)N[C@H](C(=O)NCCC)C